IC1=C(C=CC=C1)C iodo(methyl)benzene